C1CN2CC3=CCO[C@H]4CC(=O)N5[C@H]6[C@H]4[C@H]3C[C@H]2[C@@]61C7=CC=CC=C75 The molecule is a monoterpenoid indole alkaloid that is strychnidine bearing a keto substituent at the 10-position. It has a role as an avicide, a glycine receptor antagonist, a cholinergic antagonist, a rodenticide and a neurotransmitter agent. It is a monoterpenoid indole alkaloid and an organic heteroheptacyclic compound. It is a conjugate base of a strychnine(1+). It derives from a hydride of a strychnidine.